CC1(C(=C(C1)C1=C(C=CC=C1)NC(CC)=O)C1=CC=CC=C1)C N-(2-(3,3-dimethyl-2-phenylcyclobut-1-enyl)phenyl)propanamide